1,2-di-t-butyl (2S)-2,5-dihydropyrrole-1,2-dicarboxylate N1([C@@H](C=CC1)C(=O)OC(C)(C)C)C(=O)OC(C)(C)C